2-(4-bromopyrazol-1-yl)-2-methylpropanaldehyde BrC=1C=NN(C1)C(C=O)(C)C